ClC=1C=C2C(=CN1)N(N=C2F)C2=CC(=C(C(=C2)C(F)(F)F)F)OCOC 5-Chloro-3-fluoro-1-(4-fluoro-3-(methoxymethoxy)-5-(trifluoromethyl)phenyl)-1H-pyrazolo[3,4-c]pyridine